(4-((6-chloro-3-(2-methoxyethoxy)pyridazin-4-yl)amino)pyridin-2-yl)carbamic acid tert-butyl ester C(C)(C)(C)OC(NC1=NC=CC(=C1)NC1=C(N=NC(=C1)Cl)OCCOC)=O